NCCCNC(=O)C=1C=C2C(=NNC2=CC1)C=1NC(=CN1)C1=CC=C(C=C1)N1CCOCC1 N-(3-aminopropyl)-3-(5-(4-morpholinophenyl)-1H-imidazol-2-yl)-1H-indazole-5-carboxamide